NC1=C(C=CC(=C1N)CCO)OC 2-amino-4-(2-hydroxyethyl)-aminoanisole